(5-chloro-4-(((3R,6S)-6-(hydroxymethyl)tetrahydro-2H-pyran-3-yl)amino)-1H-pyrrolo[2,3-b]pyridin-3-yl)(6-(2-fluorophenoxy)-4-methylpyridin-3-yl)methanone ClC=1C(=C2C(=NC1)NC=C2C(=O)C=2C=NC(=CC2C)OC2=C(C=CC=C2)F)N[C@H]2CO[C@@H](CC2)CO